(2R,2'R,2''R,2'''R)-2,2',2'',2'''-(1,4,7,10-tetraazacyclododecane-1,4,7,10-tetrayl)tetraglutaric acid N1(CCN(CCN(CCN(CC1)[C@@H](C(=O)O)CCC(=O)O)[C@@H](C(=O)O)CCC(=O)O)[C@@H](C(=O)O)CCC(=O)O)[C@@H](C(=O)O)CCC(=O)O